C[C@H]1C[C@](O1)(C1=NN=CN1C)C=1C=C(C=CC1)N1CC2=C(C=C(C=C2C1=O)CN(C(OC(C)(C)C)=O)C1(CCC1)C)C(F)(F)F tert-butyl ((2-(3-((2R,4S)-4-methyl-2-(4-methyl-4H-1,2,4-triazol-3-yl)oxetan-2-yl)phenyl)-3-oxo-7-(trifluoromethyl)isoindolin-5-yl)methyl)(1-methylcyclobutyl)-carbamate